FC(CO)(CN1[C@@H](C=2NC3=CC=CC=C3C2C[C@H]1C)C=1SC(=CC1F)O[C@H]1CN(CC1)CCCF)F 2,2-Difluoro-3-((1S,3R)-1-(3-fluoro-5-(((R)-1-(3-fluoropropyl)pyrrolidin-3-yl)oxy)thiophen-2-yl)-3-methyl-1,3,4,9-tetrahydro-2H-pyrido[3,4-b]indol-2-yl)propan-1-ol